(prop-1-yn-1-yl)pyridine C(#CC)C1=NC=CC=C1